6H-azepino[5,4,3-cd]indol-6-one N1=CC=2C=3C(=CC=CC13)C(N=CC2)=O